C1(=CC=CC=C1)N(C1=CC=C(C=C1)C1=CC=C(S1)C=CC=1C=C2C=3C=C(C=CC3N(C2=CC1)CCCCCC)C=O)C1=CC=CC=C1 6-(2-(5-(4-(diphenylamino)phenyl)thiophen-2-yl)vinyl)-9-hexylcarbazole-3-carbaldehyde